N-((6-(1-(4-fluorophenyl)ethyl)pyridin-3-yl)methyl)-1-methyl-2-oxo-2,3-dihydro-1H-benzimidazole-5-carboxamide FC1=CC=C(C=C1)C(C)C1=CC=C(C=N1)CNC(=O)C1=CC2=C(N(C(N2)=O)C)C=C1